C12(CC3CC(CC(C1)C3)C2)CN2N=CC(=C2C)Br 1-(adamantan-1-ylmethyl)-4-bromo-5-methyl-1H-pyrazole